C(#N)NC#N dicyanoamine